C(C)C1=CC=C(C=C1)C(C(=O)OCC)C(=O)OCC diethyl 2-(4-ethylphenyl)propanedioate